1,5-bis(2-aminoethyl)hexamethyltrisiloxane NCC[Si](O[Si](O[Si](CCN)(C)C)(C)C)(C)C